C1(CC1)C=1C(N=C2N(C1)C=C(N2)C(=O)N2C[C@H]([C@@]1(CC2)NCC2=CC=CC=C2C1)O)=O 6-cyclopropyl-2-{[(3R,3'R)-3'-hydroxy-1,4-dihydro-1'H,2H-spiro[isoquinoline-3,4'-piperidin]-1'-yl]carbonyl}imidazo[1,2-a]pyrimidin-7(1H)-one